N=1N(N=CC1)C1=C(C=C(C=N1)NC(C1=C(C=C(C(=C1)F)C1=C(C(=NC=C1C#C)Cl)N)Cl)=O)C(F)(F)F N-(6-(2H-1,2,3-triazol-2-yl)-5-(trifluoromethyl)pyridin-3-yl)-4-(3-amino-2-chloro-5-Ethynylpyridin-4-yl)-2-chloro-5-fluorobenzamide